N-(1-(2-(cyclopropanesulfonylamino)thiazol-4-yl)cyclopropyl)-4-(6-(trifluoromethyl)pyrazin-2-yl)benzamide 1,2,2,6,6-pentamethyl-4-piperidyl-methacrylate CN1C(CC(CC1(C)C)OC(C(=C)C)=O)(C)C.C1(CC1)S(=O)(=O)NC=1SC=C(N1)C1(CC1)NC(C1=CC=C(C=C1)C1=NC(=CN=C1)C(F)(F)F)=O